O=C1N(CC(N(C1)CC(=O)O)=O)CC(=O)O 2,2'-(2,5-dioxopiperazine-1,4-diyl)diacetic acid